(1S,5S)-N-(2-hydroxyethyl)-9,9-dimethyl-6-(4-morpholinophenyl)-3,6-diazabicyclo[3.2.2]nonane-3-carboxamide OCCNC(=O)N1C[C@@H]2CN([C@H](C1)C(C2)(C)C)C2=CC=C(C=C2)N2CCOCC2